2-(palmitoyloxy)propane-1,3-diyl dioleate C(CCCCCCC\C=C/CCCCCCCC)(=O)OCC(COC(CCCCCCC\C=C/CCCCCCCC)=O)OC(CCCCCCCCCCCCCCC)=O